(11S,13S,17S)-11,13-dimethyl-7,8,9,11,12,13,14,15,16,17-decahydro-6H-cyclopenta[a]phenanthrene-3,17-diol C[C@H]1C[C@@]2([C@H](CCC2C2CCC=3C=C(C=CC3C12)O)O)C